2-Methyl-1-[(2-methylpropoxy)methoxy]-propan CC(COCOCC(C)C)C